1-(4-(tert-butyl)naphthalen-2-yl)-7-neopentylphenyl-benzo[4,5]thieno[2,3-c]pyridine C(C)(C)(C)C1=CC(=CC2=CC=CC=C12)C1(CC=CC=C1)C1=NC=CC2=C1SC1=C2C=CC(=C1)CC(C)(C)C